C=CC(=O)NC(=O)C=C diacrylamide